4-(octahydro-4,7-methano-5H-inden-5-yl)-butyraldehyde C1CCC2C3C(CC(C12)C3)CCCC=O